ClC1=NC(=CC(=C1)NC(=O)C1=C(N(C(=C1C)C(C(N[C@@H](C(F)(F)F)C)=O)=O)C)C)C (R)-N-(2-chloro-6-methylpyridin-4-yl)-1,2,4-trimethyl-5-(2-oxo-2-((1,1,1-trifluoropropan-2-yl)amino)acetyl)-1H-pyrrole-3-carboxamide